CC=1N=C(SC1C)NC(=O)C=1C(=C(C=CC1)NCCOC(C(=O)O)C)C (2-((3-((4,5-dimethylthiazol-2-yl)carbamoyl)-2-methylphenyl)amino)ethoxy)propanoic acid